6-(((2S,4R)-4-fluoro-1-(4-hydroxy-4-methylcyclohexyl)-2-methylpyrrolidin-2-yl)methoxy)-3,4-dihydro-2H-pyrimido[4,5-e][1,3]oxazin-2-one F[C@@H]1C[C@@](N(C1)C1CCC(CC1)(C)O)(C)COC=1N=CC2=C(CNC(O2)=O)N1